CN1C(=NC2=C1C=CC(=C2)N)N2C[C@@H](CCC2)NC2=NC=C(C(=N2)N2CCN(CC2)C)C(F)(F)F (R)-1-Methyl-2-(3-((4-(4-methylpiperazin-1-yl)-5-(trifluoromethyl)pyrimidin-2-yl)amino)piperidin-1-yl)-1H-benzo[d]imidazol-5-amine